6-bromo-N-{(1R)-1-[2-methyl-3-(trifluoromethyl)phenyl]ethyl}pyrido[2,3-d]pyrimidin-4-amine BrC1=CC2=C(N=CN=C2N[C@H](C)C2=C(C(=CC=C2)C(F)(F)F)C)N=C1